2-(2-chlorophenyl)-3-(3-methyl-1-{[2-(trimethylsilyl)ethoxy]methyl}-1H-pyrrolo[2,3-b]pyridin-4-yl)-4,5,6,7-tetrahydropyrazolo[1,5-a]pyrazine hydrogen chloride Cl.ClC1=C(C=CC=C1)C1=NN2C(CNCC2)=C1C1=C2C(=NC=C1)N(C=C2C)COCC[Si](C)(C)C